CC(C(=O)SCCSCCSC(C(=C)C)=O)=C bis[2-(methyl)acryloyl-thioethyl]Thioether